tert-butyl 12-benzyl-4-oxa-8,12-diazadispiro[2.1.5.3]tridecane-8-carboxylate C(C1=CC=CC=C1)N1CC2(OC3(CC3)C1)CCN(CC2)C(=O)OC(C)(C)C